[(2R,3R,5R)-4,4-difluoro-3-hydroxy-5-(2-oxo-4-[[(pentyloxy)carbonyl]amino]-1,2-dihydropyrimidin-1-yl)oxolan-2-yl]methyl (2R)-2-[[(tert-butoxy)carbonyl]amino]-3-methylbutanoate C(C)(C)(C)OC(=O)N[C@@H](C(=O)OC[C@H]1O[C@H](C([C@@H]1O)(F)F)N1C(N=C(C=C1)NC(=O)OCCCCC)=O)C(C)C